amino-6''-(trifluoromethyl)-[3,2':6',3''-terpyridine]-4'-carboxylic acid NC1=NC=CC=C1C1=NC(=CC(=C1)C(=O)O)C=1C=NC(=CC1)C(F)(F)F